4,5-dimethyl-4H,7H-[1,2,3,4]tetrazolo[1,5-a]pyrimidine-6-carboxamide CN1C=2N(CC(=C1C)C(=O)N)N=NN2